2-(2-((5-(3-(aminomethyl)phenyl)benzofuran-3-yl)methoxy)-4-carbamoylphenyl)acetic acid NCC=1C=C(C=CC1)C=1C=CC2=C(C(=CO2)COC2=C(C=CC(=C2)C(N)=O)CC(=O)O)C1